ClC1=C(C(=CC=C1)Cl)CC(=O)N1[C@H](C2=CC=CC(=C2C[C@@H]1CO)C(C)(C)O)C 2-(2,6-dichlorophenyl)-1-((1S,3R)-3-(hydroxymethyl)-5-(2-hydroxypropan-2-yl)-1-methyl-3,4-dihydro-isoquinolin-2(1H)-yl)ethan-1-one